tripunicyl-glycerol C(CCCCCCC\C=C/C=C/C=C\CCCC)C(C(O)(CCCCCCCC\C=C/C=C/C=C\CCCC)CCCCCCCC\C=C/C=C/C=C\CCCC)(O)CO